2-chloro-N-(2-chlorophenylethyl)-N-ethylacetamide ClCC(=O)N(CC)CCC1=C(C=CC=C1)Cl